2-(2-phenoxyacetyl)acetic acid O(C1=CC=CC=C1)CC(=O)CC(=O)O